6-(2'-((cycloheptylamino)methyl)-[1,1'-biphenyl]-4-yl)-2-methyl-1H-benzo[d]imidazole-4-carboxylic acid C1(CCCCCC1)NCC1=C(C=CC=C1)C1=CC=C(C=C1)C=1C=C(C2=C(NC(=N2)C)C1)C(=O)O